COC1=C(C(=O)O)C(=CC(=C1)N1C=NC2=C1C=CC(=C2)C=2C=NN(C2)C)OC 2,6-dimethoxy-4-[5-(1-methylpyrazol-4-yl)benzimidazol-1-yl]benzoic acid